methyl 1-(4-(1-(tert-butoxycarbonyl)azetidin-3-yl)-2,6-dimethylbenzyl)piperidine-4-carboxylate C(C)(C)(C)OC(=O)N1CC(C1)C1=CC(=C(CN2CCC(CC2)C(=O)OC)C(=C1)C)C